FC=1C=C(C(=O)O)C=CC1C#CC1=CC=NC=C1 3-fluoro-4-(pyridin-4-ylethynyl)benzoic acid